FC(C(=O)O)(F)F.NC1=CC=C(C=N1)[C@@H](C)NC(=O)[C@@H]1CCC=2N1C(C(=NC2)NCC2=C(C(=CC(=C2)C)F)F)=O (S)-N-((R)-1-(6-aminopyridin-3-yl)ethyl)-3-((2,3-difluoro-5-methylbenzyl)amino)-4-oxo-4,6,7,8-tetrahydropyrrolo[1,2-a]pyrazine-6-carboxamide trifluoroacetate